2,5-dioxopyrrolidin-1-yl (3R,4R,5S)-4-((S)-2-((S)-2-(dimethylamino)-3-methylbutanamido)-N,3-dimethylbutanamido)-3-methoxy-5-methylheptanoate CN([C@H](C(=O)N[C@H](C(=O)N(C)[C@@H]([C@@H](CC(=O)ON1C(CCC1=O)=O)OC)[C@H](CC)C)C(C)C)C(C)C)C